2-(trifluoromethyl)quinazoline-4-thiol FC(C1=NC2=CC=CC=C2C(=N1)S)(F)F